Cl.C1(CC1)CS(=O)(=O)N1CCNCC1 1-((Cyclopropylmethyl)sulfonyl)piperazine hydrochloride